(E)-5-(4-fluorobenzyl)-3-(2-(pyridin-2-yl)vinyl)-1H-indazole FC1=CC=C(CC=2C=C3C(=NNC3=CC2)\C=C\C2=NC=CC=C2)C=C1